C1=CC(=CC=C1C(C2=CC=C(C=C2)Cl)C(Cl)Cl)Cl 1,1-dichloro-2,2-bis(p-chlorophenyl)ethane